C(C)(C)(C)[C@H]1N(CCC1NC(C1=C(C=C(C=C1)N)F)=O)C(=O)O.NC1(CCN(CC1)C1=NC(=C(C(=N1)C(=O)NCC(=O)O)C1=C(C(=CC=C1)Cl)Cl)C)C (2-(4-amino-4-methylpiperidin-1-yl)-5-(2,3-dichlorophenyl)-6-methylpyrimidine-4-carbonyl)glycine tert-butyl-(R)-3-(4-amino-2-fluorobenzamido)pyrrolidine-1-carboxylate